3-(1-(4-fluorophenyl)-6-methyl-1H-indazol-5-yl)-4-isobutylpiperazin-2-one FC1=CC=C(C=C1)N1N=CC2=CC(=C(C=C12)C)C1C(NCCN1CC(C)C)=O